4-bromo-4'-(N-phenylcarbazol-3-yl)-biphenyl BrC1=CC=C(C=C1)C1=CC=C(C=C1)C=1C=CC=2N(C3=CC=CC=C3C2C1)C1=CC=CC=C1